4-(adamantan-1-yl)-N-(9-phenylcarbazole-2-yl)amine C12(CC3CC(CC(C1)C3)C2)C2=CC(=CC=3N(C1=CC=CC=C1C23)C2=CC=CC=C2)N